COC=1C=C(C=CC1OC)C=CC(=O)N1CCNC2=CC=C(C=C12)OC 3-(3,4-dimethoxyphenyl)-1-(7-methoxy-1,2,3,4-tetrahydroquinoxalin-1-yl)prop-2-en-1-one